C(C)(C)C1OCCC2(O1)C1(CCC(C2)C1(C)C)C 2'-isopropyl-1,7,7-trimethyl-spiro[bicyclo[2.2.1]heptane-2,4'-[1,3]dioxane]